C(C)(=O)N1CCNCC1 (4-acetyl)-piperazine